N1=C(NC2=C1C=CC=C2)C(CC=2NC1=C(N2)C=CC=C1)O L-1,2-bis(benzimidazole-2-yl)ethanol